methyl 2-chloro-5-fluoro-6-meth-oxynicotinate ClC1=C(C(=O)OC)C=C(C(=N1)OC)F